7-(2-((2-cyclopropyl-4-(3-((2-methoxyethyl)amino)pyrrolidin-1-yl)phenyl)amino)-5-(trifluoromethyl)pyrimidin-4-yl)-4-methyl-3,4-dihydrothieno[2,3-f][1,4]thiazepin-5(2H)-one 1,1-dioxide C1(CC1)C1=C(C=CC(=C1)N1CC(CC1)NCCOC)NC1=NC=C(C(=N1)C1=CC2=C(C(N(CCS2(=O)=O)C)=O)S1)C(F)(F)F